CS(=O)(=O)C1=CC=C(C=C1)CC(O)N1CCOCC1 2-(4-(methylsulfonyl)phenyl)-1-morpholinoethanol